C(C)C(CNC(C)C1=CC=C(C=C1)OC)CCCC 2-ethyl-N-(1-(4-methoxyphenyl)ethyl)hexan-1-amine